C(C)(C)(C)C1=NOC=C1 tert-butyl-isoxazol